N1(N=CC=C1)CCCCNC(C1=CC(=CC=C1)N1N=C(N=C1C1=NC=C(C=N1)OC)CC)=O N-(4-(1-1H-pyrazolyl)butyl)-3-(3-ethyl-5-(5-methoxy-2-pyrimidinyl)-1-1H-1,2,4-triazolyl)benzamide